S(=O)(=O)([O-])[O-].[Mg+2].S(=O)(=O)([O-])[O-].[Ca+2] Calcium sulfat Magnesium sulfat